5,6-dihydroxy-5,6-dihydrodeoxythymidine OC1(C(NC(N([C@H]2C[C@H](O)[C@@H](CO)O2)C1O)=O)=O)C